C(C1=CC=CC=C1)N1C2=CC=C(C=C2C=2C=CN=C(C12)C)NC(=O)NC1=CC=C(C=C1)F 1-(9-Benzyl-1-methyl-beta-carbolin-6-yl)-3-(4-fluorophenyl)urea